NC(C(=O)O)CCNC(=N)N 2-amino-4-guanidinobutanoic acid